C(CCCCCCC)OC=1C=CC=C(C1)O 5-(octyloxy)phenol